FCCN1N=NC2=C1C=C(C=C2)C=2C=CN1N=C(N=C(C12)OC)N[C@H]1CC[C@H](CC1)NC(C)=O N-(cis-4-((5-(1-(2-Fluoroethyl)-1H-benzo[d][1,2,3]triazol-6-yl)-4-methoxypyrrolo[2,1-f][1,2,4]triazin-2-yl)amino)cyclohexyl)acetamide